N1=C(C=CC=C1)N1C(SC=C1C=1C=C(C(=O)NCCCCC2=CC=CC=C2)C=C(C1)F)=O 3-(3-(2-pyridyl)-4-thiazolinonyl)-5-fluoro-N-(4-phenylbutyl)benzamide